C(C)(=O)C=1C=C(C=C2C(C(=C(OC12)N1CCC(CC1)(C)C)C=1C=NOC1)=O)C 8-acetyl-2-(4,4-dimethyl-1-piperidyl)-3-isoxazol-4-yl-6-methyl-chromen-4-one